C(C)(C)(C)C=1OC=C(N1)C(=O)N[C@@H]1CCN(CC2=C1C=CC(=C2)B2OC(C(O2)(C)C)(C)C)C(=O)OC(C)(C)C tert-butyl (5R)-5-[(2-tert-butyloxazole-4-carbonyl)amino]-8-(4,4,5,5-tetramethyl-1,3,2-dioxaborolan-2-yl)-1,3,4,5-tetrahydro-2-benzazepine-2-carboxylate